(4-fluorophenyl)-2-hydroxy-6-isopropyl-pyrimidine-5-carboxylic acid FC1=CC=C(C=C1)C1=NC(=NC(=C1C(=O)O)C(C)C)O